COC(=O)C1=C(C=NN1C)C1=C(C=C(C=C1)C(=O)OC)[N+](=O)[O-] 4-(4-(methoxycarbonyl)-2-nitrophenyl)-1-methyl-1H-pyrazole-5-carboxylic acid methyl ester